C=1NC(=C2C1CCC2)C(=O)OCC ethyl 2,4,5,6-tetrahydrocyclopenta[c]pyrrole-3-carboxylate